tert-butyl 4-[5-[6-[2-cyano-3-[[ethyl(methyl)sulfamoyl]amino]-6-fluoro-phenoxy]-5-methoxy-4-oxo-quinazolin-3-yl]pyrimidin-2-yl]piperazine-1-carboxylate C(#N)C1=C(OC=2C(=C3C(N(C=NC3=CC2)C=2C=NC(=NC2)N2CCN(CC2)C(=O)OC(C)(C)C)=O)OC)C(=CC=C1NS(N(C)CC)(=O)=O)F